COC1=NC=2C=CC3=C(C2N=C1)C1=C(S3)C(NC3(CN1)CN(CC3)C)=O 3'-methoxy-1-methyl-11',12'-dihydrospiro[pyrrolidine-3,10'-[1,4]diazepino[5',6':4,5]thieno[3,2-f]quinoxalin]-8'(9'H)-one